(S)-5-(2-hydroxy-propan-2-yl)-N'-((3,5,6,7-tetrahydro-2H-indeno-[5,6-b]furan-8-yl)carbamoyl)thiazole-2-sulfonimidamide OC(C)(C)C1=CN=C(S1)[S@](=O)(N)=NC(NC1=C2CCCC2=CC2=C1OCC2)=O